C(#N)C1=C(C=CC=C1/C=C/C1=CC(=C(CN2[C@@H](COCC2)C(=O)O)C=C1C)OCCCCC#N)C1=CC=CC=C1 (S,E)-4-(4-(2-(2-Cyano-[1,1'-biphenyl]-3-yl)vinyl)-2-(4-cyanobutoxy)-5-Methylbenzyl)morpholine-3-carboxylic acid